α,α',α''-tris(3,5-diisopropyl-4-hydroxyphenyl)1,3,5-triisopropyl-Benzene C(C)(C)C=1C=C(C=C(C1O)C(C)C)C(C)(C)C1=CC(=CC(=C1)C(C)(C)C1=CC(=C(C(=C1)C(C)C)O)C(C)C)C(C)(C)C1=CC(=C(C(=C1)C(C)C)O)C(C)C